(S,E)-7-(Dimethylamino)-1-((1-((5-fluoro-1-(3,3,3-trifluoropropyl)-1H-benzo[d]imidazol-2-yl)methyl)-2-oxo-1,2-dihydropyridin-3-yl)amino)-1,7-dioxohept-5-en-2-yl-dimethylcarbamat CN(C(/C=C/CC[C@H](C(=O)NC=1C(N(C=CC1)CC1=NC2=C(N1CCC(F)(F)F)C=CC(=C2)F)=O)CN(C([O-])=O)C)=O)C